((S)-1-amino-1-oxo-3-((S)-2-oxopiperidin-3-yl)propan-2-yl)-4,4-dimethylpentanamide NC([C@@H](C[C@H]1C(NCCC1)=O)C(C(=O)N)CC(C)(C)C)=O